2-(((1-(3,3-difluorocyclobutyl)-4,5,6,7-tetrahydro-1H-benzo[d][1,2,3]triazol-5-yl)oxy)methyl)-N-(2,4-dimethoxybenzyl)-7-methoxy-[1,2,4]triazolo[1,5-c]quinazolin-5-amine FC1(CC(C1)N1N=NC2=C1CCC(C2)OCC2=NN1C(=NC=3C(=CC=CC3C1=N2)OC)NCC2=C(C=C(C=C2)OC)OC)F